(R)-3-(3-bromo-5-(2-methylpyrrolidin-1-yl)phenyl)oxetan-3-ol BrC=1C=C(C=C(C1)N1[C@@H](CCC1)C)C1(COC1)O